BrC=1C=C(C(N(C1C)C)=O)C#N 5-bromo-1,6-dimethyl-2-oxo-1,2-dihydropyridine-3-carbonitrile